N,N'-di(3-aminopropyl)-1,3-propylenediamine NCCCNCCCNCCCN